C1(=CC=CC=C1)C=1C=C(C=CC1OCCO)C1(C2=CC=CC=C2C=2C=CC=CC12)C1=CC(=C(C=C1)OCCO)C1=CC=CC=C1 9,9-di[3-phenyl-4-(2-hydroxyethoxy)phenyl]fluorene